1-[8-Chloro-7-fluoro-10-(1-methyl-1H-pyrazol-3-yl)-3,4-dihydropyrazino[1,2-b]indazol-2(1H)-yl]-2-hydroxyethan-1-on ClC=1C=C(C2=C3N(N=C2C1F)CCN(C3)C(CO)=O)C3=NN(C=C3)C